[Zn].[Ni] Nickel zinc